Lithium silicat Lithium orthosilicat [Si]([O-])([O-])(O)O.[Li+].[Si](O)(O)(O)O.[Li+]